COC1=C(C=CC=C1)CN1N=CC=C1CO {1-[(2-methoxyphenyl)methyl]-1H-pyrazol-5-yl}methanol